N[C@@H](CCCNC(N)=N)C(=O)N arginine-amide